C(C)(C)(C)OC(=O)N(C(OC(C)(C)C)=O)C=1C(=NC=CC1C)C=O tert-Butyl N-tert-butoxycarbonyl-N-(2-formyl-4-methyl-3-pyridyl)carbamate